C(C)NC1CC(CCC1)N N-ethylcyclohexane-1,3-diamine